(3,4-Dihydroquinolin-1(2H)-yl)(6-(4-methyl-1H-imidazol-1-yl)pyrazin-2-yl)-methanone N1(CCCC2=CC=CC=C12)C(=O)C1=NC(=CN=C1)N1C=NC(=C1)C